NCC(CCC(=O)O)N1C(N(C=2C(=NC=CC21)N)C2=CC=C(C=C2)OC2=CC=CC=C2)=O 5-amino-4-[4-amino-2-oxo-3-(4-phenoxyphenyl)imidazo[4,5-c]Pyridin-1-yl]Valeric acid